(2S)-2-amino-3-methylbutanoic acid N[C@H](C(=O)O)C(C)C